4-chloro-1-[((5S,7S)-3-{[4-(3-cyclopentyl-1,2,4-oxadiazol-5-yl)tetrahydro-2H-pyran-4-yl]methyl}-2-oxo-1-oxa-3-azaspiro[4.5]dec-7-yl)methyl]-1H-benzimidazole-6-carbonitrile ClC1=CC(=CC=2N(C=NC21)C[C@@H]2C[C@]1(CN(C(O1)=O)CC1(CCOCC1)C1=NC(=NO1)C1CCCC1)CCC2)C#N